2,5-di-n-butylpiperazine C(CCC)C1NCC(NC1)CCCC